2-((4-methoxyphenyl)amino)-2-propenoic acid COC1=CC=C(C=C1)NC(C(=O)O)=C